1-(5-bromopyridin-2-yl)-N-(cyclopropylmethyl)methylamine BrC=1C=CC(=NC1)CNCC1CC1